(S)-quinuclidin-3-yl (6'-(3-ethylphenyl)-3',4'-dihydro-1'H-spiro[cyclopropane-1,2'-naphthalen]-1'-yl)carbamate C(C)C=1C=C(C=CC1)C=1C=C2CCC3(C(C2=CC1)NC(O[C@@H]1CN2CCC1CC2)=O)CC3